(5S)-2-[(S)-difluoromethylsulfinyl]-5-(3,5-difluorophenyl)-6,7-dihydro-5H-pyrrolo[1,2-b][1,2,4]triazole FC([S@@](=O)C=1N=C2N(N1)[C@@H](CC2)C2=CC(=CC(=C2)F)F)F